C(C)(C)(C)C1=NN(C(=C1)C(=O)OCC)CCCCCO ethyl 3-(tert-butyl)-1-(5-hydroxypentyl)-1H-pyrazole-5-carboxylate